NC(CCN)N1C(=O)NC(=O)C1(C)C 1,3-bis-aminopropyl-5,5-dimethylhydantoin